6-(cyclobutylmethoxy)-4-(6-(4-(pyrimidin-2-ylmethyl)piperazin-1-yl)pyridin-3-yl)pyrazolo[1,5-a]pyridine-3-carbonitrile C1(CCC1)COC=1C=C(C=2N(C1)N=CC2C#N)C=2C=NC(=CC2)N2CCN(CC2)CC2=NC=CC=N2